NC1=C(C(=O)NC2=NC=C(C=C2)C#N)C=CC=C1 amino-N-(5-cyanopyridin-2-yl)benzamide